ClC=1C=C2CC(COC2=CC1)C(=O)C1=CN(C2=CC(=CC=C12)C=1C=NNC1Cl)CC1N(CC1)C (6-Chlorochroman-3-yl)-[6-(5-chloro-1H-pyrazol-4-yl)-1-[[(1R)-1-methylazetidin-2-yl]methyl]indol-3-yl]methanone